3-mercapto-1,4-triazole C1=NC(=S)NN1